BrC1=CC=C(C(=O)O[C@@H](C=C)[C@H]2[C@@H](CC2)CO)C=C1 (S)-1-((1R,2R)-2-(Hydroxymethyl)cyclobutyl)allyl 4-bromobenzoate